Cl.NC(CC1CC(C1)(C(=O)O)N)=O 3-(2-amino-2-oxoethyl)-1-carboxycyclobutylamine hydrochloride